N-isopropyl-4-[(7-trifluoromethylquinolin-4-yl)amino]benzamide C(C)(C)NC(C1=CC=C(C=C1)NC1=CC=NC2=CC(=CC=C12)C(F)(F)F)=O